methyl 2-(2-cyclohexyl-3,4-dihydro-2H-pyrrol-5-yl)hydrazine-1-carboxylate C1(CCCCC1)C1N=C(CC1)NNC(=O)OC